Lithium 5-(((tert-butoxycarbonyl)(2-hydroxyethyl)amino)methyl)-6-methylpicolinate C(C)(C)(C)OC(=O)N(CCO)CC=1C=CC(=NC1C)C(=O)[O-].[Li+]